FC1=C(CC=2C=C(C(NN2)=O)O)C=CC=C1 6-(2-fluorobenzyl)-4-hydroxypyridazine-3(2H)-one